[N-](S(=O)(=O)C(F)(F)F)S(=O)(=O)C(F)(F)F.C(=C)N1CN(C=C1)CCCCCC 1-vinyl-3-hexylimidazole bistrifluoromethanesulfonimide salt